1-(5-(8-chloroquinazolin-2-yl)pyridin-2-yl)piperidine-4-carboxylic acid ClC=1C=CC=C2C=NC(=NC12)C=1C=CC(=NC1)N1CCC(CC1)C(=O)O